CNCCN(C)C N1,N2,N2-trimethylethane-1,2-diamine